arsolane [AsH]1CCCC1